3-(3-(difluoromethyl)bicyclo[1.1.1]pentan-1-yl)-1,6,7-trimethylquinoxalin-2(1H)-one FC(C12CC(C1)(C2)C=2C(N(C1=CC(=C(C=C1N2)C)C)C)=O)F